3-[[4-[(E)-3-(4-Cyanophenyl)prop-2-enoyl]phenyl]sulfonylamino]propanoic acid C(#N)C1=CC=C(C=C1)/C=C/C(=O)C1=CC=C(C=C1)S(=O)(=O)NCCC(=O)O